di-n-Octyl-aluminum hydride C(CCCCCCC)[AlH]CCCCCCCC